C(#N)[C@H]1N(CCC1)C(CN1C[C@H](CC1)NS(=O)(=O)C=1OC2=C(C1)C=CC=C2)=O N-((S)-1-(2-((S)-2-cyanopyrrolidin-1-yl)-2-oxoethyl)pyrrolidin-3-yl)benzofuran-2-sulfonamide